NC1=CC=C(C=C1)C1=NC(=C2C(=N1)N(N=C2N(C(=O)OC(C)(C)C)C(=O)OC(C)(C)C)C(=O)OC(C)(C)C)C(F)(F)F tert-Butyl 6-(4-aminophenyl)-3-(bis(tert-butoxycarbonyl)amino)-4-(trifluoromethyl)-pyrazolo[3,4-d]pyrimidine-1-carboxylate